2-(5-Methoxy-1H-indol-3-yl)-N-(6-morpholinobenzo[d]thiazol-2-yl)acetamide COC=1C=C2C(=CNC2=CC1)CC(=O)NC=1SC2=C(N1)C=CC(=C2)N2CCOCC2